OC1=C(C(C2=CC=CC=C12)=O)C1=CC(=NC=C1)OC 3-hydroxy-2-(2-methoxypyridin-4-yl)-1H-inden-1-one